ClC=1C(=C(C=CC1)NC(=O)C1=CC(=CC=2NC(=NC21)[C@H]2N(CCC2)C(=O)OC(C)(C)C)NC(=O)C2=C(C=CC=C2)C(F)(F)F)C tert-butyl (2S)-2-{4-[(3-chloro-2-methylphenyl)carbamoyl]-6-({[2-(trifluoromethyl)phenyl]carbonyl}amino)-1H-benzimidazol-2-yl}pyrrolidine-1-carboxylate